2-[[4-[6-[(6-chloro-2-fluoro-3-pyridinyl)methoxy]-2-pyridinyl]-2,5-difluoro-phenyl]methyl]-3-(2-methoxyethyl)benzimidazole-5-carboxylic acid tert-butyl ester C(C)(C)(C)OC(=O)C1=CC2=C(N=C(N2CCOC)CC2=C(C=C(C(=C2)F)C2=NC(=CC=C2)OCC=2C(=NC(=CC2)Cl)F)F)C=C1